oxalyl-CoA formate C(=O)O.C(C(=O)O)(=O)SCCNC(CCNC([C@@H](C(COP(OP(OC[C@@H]1[C@H]([C@H]([C@@H](O1)N1C=NC=2C(N)=NC=NC12)O)OP(=O)(O)O)(=O)O)(=O)O)(C)C)O)=O)=O